ClC1=CC(=C(OC2=C3C=NN(C3=CC=C2)S(=O)(=O)N(C=2SC(=CN2)Cl)CC2=C(C=C(C=C2)OC)OC)C=C1)F 4-(4-chloro-2-fluorophenoxy)-N-(2,4-dimethoxybenzyl)-N-(5-chlorothiazol-2-yl)-1H-indazole-1-sulfonamide